FC1(CN(CC[C@H]1NC1=NN2C(C(=N1)OC)=C(C=C2)C=2C=CC1=C(N(N=N1)C1CC(C1)(F)F)C2)S(=O)(=O)C)F (R)-N-(3,3-difluoro-1-(methylsulfonyl)piperidin-4-yl)-5-(1-(3,3-difluorocyclobutyl)-1H-benzo[d][1,2,3]triazol-6-yl)-4-methoxypyrrolo[2,1-f][1,2,4]triazin-2-amine